NC1=NC=C(C=N1)C=1N=CN2C1N(C(C1=CC(=CC(=C21)C(C)([2H])NC=2C(=NC(=CC2)Cl)C=2N=NN(N2)C)C)=O)C 3-(2-aminopyrimidin-5-yl)-9-(1-((6-chloro-2-(2-methyl-2H-tetrazol-5-yl)pyridin-3-yl)amino)ethyl-1-d)-4,7-dimethylimidazo[1,5-a]quinazolin-5(4H)-one